C(C)(C)[C@@H]1N(CCN(C1)C)CC1=CC(=C2CN(C(C2=C1)=O)C1=CC(=CC(=N1)NC(C)=O)C1(CCC1)CC1=NN=CN1C)C(F)(F)F (S)-N-(6-(6-((2-isopropyl-4-methylpiperazin-1-yl)methyl)-1-oxo-4-(trifluoromethyl)isoindolin-2-yl)-4-(1-((4-methyl-4H-1,2,4-triazol-3-yl)methyl)cyclobutyl)pyridin-2-yl)acetamide